{3-[(3S,4S)-4-amino-3-methyl-2-oxa-8-azaspiro[4.5]dec-8-yl]-6-({3-chloro-2-[(1S,4S)-2-oxa-5-azabicyclo[2.2.1]hept-5-yl]pyridin-4-yl}mercapto)-5-methylpyrazin-2-yl}methanol N[C@@H]1[C@@H](OCC12CCN(CC2)C=2C(=NC(=C(N2)C)SC2=C(C(=NC=C2)N2[C@@H]1CO[C@H](C2)C1)Cl)CO)C